1-(4-(3,5-dichlorophenoxy)-2-(2,4-dichlorophenyl)butyl)-1H-imidazole ClC=1C=C(OCCC(CN2C=NC=C2)C2=C(C=C(C=C2)Cl)Cl)C=C(C1)Cl